Pyrrolidine-2-carboxylic acid 7-[4-(4-benzo[b]thiophen-4-ylpiperazin-1-yl)butoxy]-2-oxo-3,4-dihydro-2H-quinolin-1-ylmethyl ester S1C2=C(C=C1)C(=CC=C2)N2CCN(CC2)CCCCOC2=CC=C1CCC(N(C1=C2)COC(=O)C2NCCC2)=O